(2-amino-3-bromo-5-methoxyphenyl)-2-chloroethanone NC1=C(C=C(C=C1Br)OC)C(CCl)=O